BrC=1C=NN2C1C=CC(=C2)C2COCC2 3-bromo-6-(oxolan-3-yl)pyrazolo[1,5-a]pyridine